O=C1NC2=CC=C(C=C2NC1=O)S(=O)(=O)N 2,3-dioxo-1,2,3,4-tetrahydroquinoxaline-6-sulfonamide